methyl 4-((1-methylpiperidin-4-yl)amino)-1-(2,2,2-trifluoroethyl)-1H-indole-2-carboxylate CN1CCC(CC1)NC1=C2C=C(N(C2=CC=C1)CC(F)(F)F)C(=O)OC